C(OC1=CC=C(C=C1)[N+](=O)[O-])(O[C@H]1C[C@H](CC1)C1=NN(C(=C1)NC=1N=NC=CC1)C(C)(C)C)=O (4-nitrophenyl) [(1R,3S)-3-[1-tert-butyl-5-(pyridazin-3-ylamino)pyrazol-3-yl]cyclopentyl] carbonate